[2-(Hexyloxy)phenyl]methanol C(CCCCC)OC1=C(C=CC=C1)CO